2-chloro-4-fluoro-3-iodophenyl-2-methyl-N-((2-(trimethylsilyl)ethoxy)-methyl)propane-1-sulfonamide tert-Butyl-[1-(azidomethyl)cyclopropyl]carbamate C(C)(C)(C)N(C(O)=O)C1(CC1)CN=[N+]=[N-].ClC1=C(C=CC(=C1I)F)C(C(C)C)S(=O)(=O)NCOCC[Si](C)(C)C